C(C1=CC=CC=C1)(=S)SC(C)(C)C#N 2-cyanopropan-2-yl benzodithioate